methyl (2S)-3-(3-(2,6-dimethyl-1-(2-methylhydrazineyl)-6-nitro-1-oxoheptan-2-yl)phenyl)-2-methylpropanoate CC(C(=O)NNC)(CCCC(C)([N+](=O)[O-])C)C=1C=C(C=CC1)C[C@@H](C(=O)OC)C